N-(6-((1H-pyrazol-1-yl)methyl)-5-chloro-4-methoxybenzo[d]isoxazol-3-yl)-7-methoxyspiro[chroman-4,1'-cyclopropane]-8-sulfonamide N1(N=CC=C1)CC1=CC2=C(C(=NO2)NS(=O)(=O)C=2C(=CC=C3C2OCCC32CC2)OC)C(=C1Cl)OC